ClC=1C=C2C=C(NC2=CC1OCC1=NOC=C1)CNC(=O)N1CCOCC1 N-((5-chloro-6-(isoxazol-3-ylmethoxy)-1H-indol-2-yl)methyl)morpholine-4-carboxamide